O1C2C(N(CC1)C=O)CCCC2 (octahydro-4H-benzo[b][1,4]oxazin-4-yl)methanone